Ethyl (2E)-3-oxo-2-{2-[4-(trifluoromethoxy)phenyl]hydrazinylidene}propanoate O=C\C(\C(=O)OCC)=N/NC1=CC=C(C=C1)OC(F)(F)F